(S)-2-(((6-((2-bromo-6-(trifluoromethyl)pyridin-3-yl)oxy)pyridin-3-yl)methyl)amino)-5-(hydroxymethyl)-5-methyl-4-(methyl-d3)-4,5,9,10-tetrahydro-6H,8H-pyrido[3,2,1-de]pteridin-6-one BrC1=NC(=CC=C1OC1=CC=C(C=N1)CNC=1N=C2N([C@@](C(N3C2=C(N1)CCC3)=O)(C)CO)C([2H])([2H])[2H])C(F)(F)F